(3As,4r,6ar)-1-(5-(2-cyanopyridin-4-yl)oxazole-2-carbonyl)-4-methylhexahydropyrrolo[3,4-b]pyrrole-5(1H)-carbonitrile C(#N)C1=NC=CC(=C1)C1=CN=C(O1)C(=O)N1[C@@H]2[C@@H](CC1)[C@H](N(C2)C#N)C